FC(C(C(C(C(C(C(C(F)(F)F)(F)F)(F)F)(F)F)(F)F)(F)F)(F)F)(S(=O)(=O)[O-])F.C1(CCCCC1)C1=CC=C(C=C1)[S+](C1=CC=CC=C1)C1=CC=CC=C1 4-Cyclohexylphenyldiphenylsulfonium perfluoro-n-octanesulfonate